1-Bromo-3-fluoro-5-methoxy-benzene BrC1=CC(=CC(=C1)OC)F